COC(=O)C1C2C3C4C=CC(C3C(C1)C2)C4 4-methoxycarbonyltetracyclo[6.2.1.13,6.02,7]Dodec-9-ene